tert-butyl (2-((benzyloxy)methyl)-1-oxo-1,2-dihydrophthalazin-6-yl)carbamate C(C1=CC=CC=C1)OCN1C(C2=CC=C(C=C2C=N1)NC(OC(C)(C)C)=O)=O